2-(4-((3-(5-Ethyl-4-oxo-7-propyl-4,5-dihydro-3H-pyrrolo[3,2-d]pyrimidin-2-yl)-4-propoxyphenyl)sulfonyl)piperazin-1-yl)ethylnitrat C(C)N1C=C(C=2N=C(NC(C21)=O)C=2C=C(C=CC2OCCC)S(=O)(=O)N2CCN(CC2)CCO[N+](=O)[O-])CCC